C(C(CCCCCC)=O)=O 1,2-Octanedione